BrC1=C(NC2=C1C(N(C=C2)C)=O)C2=CC(=NC=C2)NC(CC2=CC=C(C=C2)F)=O N-[4-(3-bromo-5-methyl-4-oxo-4,5-dihydro-1H-pyrrolo[3,2-c]pyridin-2-yl)pyridin-2-yl]-2-(4-fluorophenyl)acetamide